(R)-1-(3-(pentafluoro-λ6-sulfanyl)phenyl)ethane-1-amine FS(C=1C=C(C=CC1)[C@@H](C)N)(F)(F)(F)F